ClC1=CC=C(C=C1)C=CCC(C)(C)C (4-chlorophenyl)-4,4-dimethyl-1-pentene